(1R*,3S*)-1-([1,1'-biphenyl]-3-ylmethyl)-3-(methylsulfonamido)cyclopentane-1-carboxylic acid C1(=CC(=CC=C1)C[C@]1(C[C@H](CC1)NS(=O)(=O)C)C(=O)O)C1=CC=CC=C1 |o1:7,9|